BrC=1C=C(C=CC1F)N1C(=NOC1=O)CC1=CC(=CC=C1)N 4-(3-bromo-4-fluorophenyl)-3-(3-aminobenzyl)1,2,4-oxadiazol-5(4H)-one